ClC1=C(C=CC(=C1)Cl)C1=CC=C(C=C1)C1CCN(CC1)C(=O)N1C[C@@H]2[C@@H](OCC(N2)=O)CC1 (4aR,8aS)-6-(4-(2',4'-Dichloro-[1,1'-biphenyl]-4-yl)piperidin-1-carbonyl)hexahydro-2H-pyrido[4,3-b][1,4]oxazin-3(4H)-on